INDOLIZIN C=1C=CN2C=CC=CC12